(1s,2s)-2-amino-1-methylcyclopentane-1-ol N[C@@H]1[C@](CCC1)(O)C